1-(4-((4-((5-(5-ethylfuran-2-yl)-2-methoxyphenyl)amino)-7-methoxyquinazolin-6-yl)oxy)piperidin-1-yl)prop-2-en-1-one C(C)C1=CC=C(O1)C=1C=CC(=C(C1)NC1=NC=NC2=CC(=C(C=C12)OC1CCN(CC1)C(C=C)=O)OC)OC